8-methoxy-1,3-dihydro-2H-benzo[d]azepin-2-one COC=1C=CC2=C(CC(NC=C2)=O)C1